BrC=1C=C(C2=C(N3C(=N2)CCC3(C)C)C1)F 7-bromo-5-fluoro-1,1-dimethyl-2,3-dihydropyrrolo[1,2-a]benzimidazole